6-chloro-4-ethoxy-2-(4-methylpiperazin-1-yl)pyrido[3,4-d]pyrimidine ClC1=CC2=C(N=C(N=C2OCC)N2CCN(CC2)C)C=N1